CC(CNC1CCC2(CN(C2)C[C@H]2CNCC2)CC1)C (R)-2-Methyl-1-((2-(pyrrolidin-3-ylmethyl)-2-azaspiro[3.5]nonan-7-yl)amino)propan